C(#N)C=1C2=C(SC1NC(OC(C)(C)C)=O)C(=CC=C2B2OC(C(O2)(C)C)(C)C)F tert-butyl (3-cyano-4-(4,4,5,5-tetramethyl-1,3,2-dioxaborolan-2-yl)-7-fluorobenzo[b]thiophen-2-yl)carbamate